(rac)-(2s,4s)-2-(1-(3-(1-Methylcyclopropyl)phenyl)-3-azabicyclo[3.1.0]hexan-3-carbonyl)-7-oxa-5-azaspiro[3.4]octan-6-on CC1(CC1)C=1C=C(C=CC1)C12CN(CC2C1)C(=O)C1CC2(C1)NC(OC2)=O